O.C(C)(=O)[O-].[Yb+3].C(C)(=O)[O-].C(C)(=O)[O-] ytterbium(III) acetate hydrate